CC(C)(C)[O-].[K+].ClC1=C(C=CC=C1B1OC(C(O1)(C)C)(C)C)NC(=O)C=1N(C2=C(CN(CC2)C(=O)OC(C)(C)C)N1)C tert-butyl 2-((2-chloro-3-(4,4,5,5-tetramethyl-1,3,2-dioxaborolan-2-yl)phenyl)carbamoyl)-1-methyl-1,4,6,7-tetrahydro-5H-imidazo[4,5-c]pyridine-5-carboxylate Potassium tert-butoxide